4-methylbenzo[b]thiophene-2-carboxylate CC1=CC=CC=2SC(=CC21)C(=O)[O-]